({4-[2-(2,6-dioxopiperidin-3-yl)-1,3-dioxo-2,3-dihydro-1H-isoindol-5-yl]piperazin-1-yl}methyl)piperidine-1-carboxylic acid tert-butyl ester C(C)(C)(C)OC(=O)N1C(CCCC1)CN1CCN(CC1)C=1C=C2C(N(C(C2=CC1)=O)C1C(NC(CC1)=O)=O)=O